COC(=O)[C@@H]1[C@H]2CC[C@@H](CN1C(=O)OC(C)(C)C)N2CC2=CC=CC=C2 (1R,2S,5S)-8-benzyl-3,8-diazabicyclo[3.2.1]octane-2,3-dicarboxylic acid 3-(tert-butyl) 2-methyl ester